t-Butyl-4-{2-[(2-chloropyrimidin-5-yl)oxy]ethyl}piperazine C(C)(C)(C)N1CCN(CC1)CCOC=1C=NC(=NC1)Cl